Cl.Cl.N[C@H](C(=O)O)CCC1=NC2=C(N1C)C=CC(=C2)N(C(C(Cl)([2H])[2H])([2H])[2H])C(C([2H])([2H])Cl)([2H])[2H] (2S)-2-amino-4-[5-[bis(2-chloro-1,1,2,2-tetradeuterio-ethyl)amino]-1-methyl-benzimidazol-2-yl]butanoic acid dihydrochloride